3-(4-(2,5-diazabicyclo[2.2.2]octan-2-yl)-5-fluoro-1-oxoisoindoline-2-yl)piperidine C12N(CC(NC1)CC2)C2=C1CN(C(C1=CC=C2F)=O)C2CNCCC2